C(C)C1(CN(C1)C(=O)OC(C)(C)C)CO tert-butyl 3-ethyl-3-(hydroxymethyl)azetidine-1-carboxylate